(2R,3S)-3-((6-fluoro-2-(2-methoxy-7-methylquinoxalin-5-yl)thiazolo[5,4-b]pyridin-5-yl)oxy)butan-2-yl (2-(hydroxymethyl)pyridin-4-yl)carbamate OCC1=NC=CC(=C1)NC(O[C@H](C)[C@H](C)OC1=C(C=C2C(=N1)SC(=N2)C2=C1N=CC(=NC1=CC(=C2)C)OC)F)=O